C1(=CC=C(C=C1)C(C(C)(Cl)C)=O)C1=CC=CC=C1 1-(biphenyl-4-yl)-2-methyl-2-chloropropane-1-one